Br/C(/C(=O)OCCC(C)C)=C(/C(=O)OCCC(C)C)\Br di-iso-pentyl 2,3-dibromomaleate